C=1(C(=CC(=CC1)C(=O)Cl)C=1C(=CC=C(C1)C(=O)Cl)O)O biphenol-4,4'-dicarboxylic chloride